C(#N)[C@@H](C[C@@H]1C(NCCC1)=O)NC(=O)[C@H]1N([C@H]2CC([C@@H]1CC2)(F)F)C([C@H](CC2CCC2)NC(C(F)(F)F)=O)=O (1R,3S,4R)-N-[(1R)-1-cyano-2-[(3R)-2-oxo-3-piperidyl]ethyl]-2-[(2S)-3-cyclobutyl-2-[(2,2,2-trifluoroacetyl)amino]propanoyl]-5,5-difluoro-2-azabicyclo[2.2.2]octane-3-carboxamide